2,4-difluoro-3-(2-[1H-pyrrolo[2,3-b]pyridin-5-yl]ethynyl)aniline FC1=C(N)C=CC(=C1C#CC=1C=C2C(=NC1)NC=C2)F